FC1=C(OCCN2CCN(CC2)C(=O)OC(C)(C)C)C=CC=C1O tert-butyl 4-[2-(2-fluoro-3-hydroxy-phenoxy)ethyl]piperazine-1-carboxylate